N=1CC=CC2=CCC=CC12 2,6-dihydroquinoline